7-[2-(Dimethylamino)ethylamino]-N-(4-methoxyphenyl)-1-methyl-2-oxo-quinoline-3-carboxamide CN(CCNC1=CC=C2C=C(C(N(C2=C1)C)=O)C(=O)NC1=CC=C(C=C1)OC)C